[Si](C)(C)(C(C)(C)C)OC1(CC(C1)OC1=CC=C(C(=N1)C)C=O)C 6-[3-[tert-butyl(dimethyl)silyl]oxy-3-methyl-cyclobutoxy]-2-methyl-pyridine-3-carbaldehyde